C(C)N1C(C(=C(C(=C1)C)O)NC(NC(CC(=O)O)C1=CC(=CC=C1)N1C(C(=CC=C1)C1=CC=CC=C1)=O)=O)=O 3-(3-(1-ethyl-4-hydroxy-5-methyl-2-oxo-1,2-dihydropyridin-3-yl)ureido)-3-(3-(2-oxo-3-phenyl-pyridin-1(2H)-yl)phenyl)propanoic acid